C(C)(C)(C)OC(=O)N(C1CCN(CC1)C=1C2=CN(N=C2C(=CC1)C(=O)NC=1N=C2N(C=C(N=C2C)C(=O)OC)C1)C)CC methyl 2-[[4-[4-[tert-butoxycarbonyl(ethyl)amino]-1-piperidyl]-2-methyl-indazole-7-carbonyl]amino]-8-methyl-imidazo[1,2-a]pyrazine-6-carboxylate